N-methyl-2-(1-methylpyrazol-4-yl)-6,7-dihydro-4H-thieno[3,2-c]pyran-7-amine CNC1C2=C(COC1)C=C(S2)C=2C=NN(C2)C